trans-4-Amino-1-[6-(3-cyano-2-hydroxyphenyl)-3-(3,5-difluorophenyl)chinolin-4-yl]-N,N-dimethylpiperidin-3-carboxamid N[C@H]1[C@@H](CN(CC1)C1=C(C=NC2=CC=C(C=C12)C1=C(C(=CC=C1)C#N)O)C1=CC(=CC(=C1)F)F)C(=O)N(C)C